3-amino-8'-chloro-4'-(3-(dimethylamino)azetidin-1-yl)-6'-fluoro-7'-(3-hydroxynaphthalen-1-yl)spiro[cyclobutane-1,1'-pyrrolo[2,3-c]quinolin] NC1CC2(C=NC=3C(=NC=4C(=C(C(=CC4C32)Cl)C3=CC(=CC2=CC=CC=C32)O)F)N3CC(C3)N(C)C)C1